2-(6-bromo-2-fluoro-pyridin-3-yl)-1,3-benzothiazol-6-amine BrC1=CC=C(C(=N1)F)C=1SC2=C(N1)C=CC(=C2)N